13,14-difluoro-4-hydroxy-16-(pyridin-2-yl)-7,10,11,16-tetrahydro-6,17-methanobenzo[k]pyrido[1,2-b][1,2,5]triazacyclotridecine-3,5-dione FC=1C(=CC2=C(CCC=CCN3C(C=4N(N(C2C2=NC=CC=C2)C3)C=CC(C4O)=O)=O)C1)F